COC1=C(CC(C(=O)OCC)C(C)=O)C=CC=C1 Ethyl 2-(2-methoxybenzyl)-3-oxobutyrate